1-(3,5-difluoro-2-hydroxymethylphenyl)-3-(3-methylsulphanylphenyl)urea FC=1C(=C(C=C(C1)F)NC(=O)NC1=CC(=CC=C1)SC)CO